2-(1H-imidazol-1-yl)-N-(pyrrolidin-3-yl)isonicotinamide N1(C=NC=C1)C=1C=C(C(=O)NC2CNCC2)C=CN1